CC(C(=O)O)([C@H](OCC=1N=NN(C1)CCC)C1=CC(=C(C=C1)C)CN1S(C2=C(C[C@H](C1)C)C=CN=C2)(=O)=O)C (R)-2,2-dimethyl-3-(4-methyl-3-(((R)-4-methyl-1,1-dioxido-4,5-dihydropyrido[4,3-f][1,2]thiazepin-2(3H)-yl)methyl)phenyl)-3-((1-propyl-1H-1,2,3-triazol-4-yl)methoxy)propanoic acid